rac-tert-butyl (3aR,7aR)-5-[4-(trifluoromethyl)pyridin-3-yl]-octahydro-1H-pyrrolo[3,4-c]pyridine-2-carboxylate FC(C1=C(C=NC=C1)N1C[C@H]2[C@@H](CC1)CN(C2)C(=O)OC(C)(C)C)(F)F |r|